O=C1N(CC2=CC(=CC=C12)O[C@H]1[C@H](CCCC1)N1CC(C1)C1=CC=NC2=CC=CC=C12)C1C(NC(CC1)=O)=O 3-(1-oxo-5-(((1R,2S)-2-(3-(quinolin-4-yl)azetidin-1-yl)-cyclohexyl)oxy)isoindolin-2-yl)piperidine-2,6-dione